4-((7-chloroimidazo[4,5-c]pyridin-3-yl)methyl)phenylboronic acid ClC=1C2=C(C=NC1)N(C=N2)CC2=CC=C(C=C2)B(O)O